C1(CC1)C1=CN(C=2N=CN=C(C21)N2C[C@H](N(C[C@@H]2C)C(=O)OC(C)(C)C)C)C2=NC=CC(=C2)C#C[Si](C)(C)C tert-butyl (2R,5S)-4-(5-cyclopropyl-7-(4-((trimethylsilyl)ethynyl)pyridin-2-yl)-7H-pyrrolo[2,3-d]pyrimidin-4-yl)-2,5-dimethylpiperazine-1-carboxylate